CN1CC(OB(OC(C1)=O)C(\C=C\CC1=CC=CC=C1)NS(OCC(Cl)(Cl)Cl)(=O)=O)=O 2,2,2-trichloroethyl (E)-(1-(6-methyl-4,8-dioxo-1,3,6,2-dioxazaborocan-2-yl)-4-phenylbut-2-en-1-yl)sulfamate